3-((2-(2-bromophenyl)quinolin-4-yl)thio)propyl 2-oxo-2H-chromene-3-carboxylate O=C1OC2=CC=CC=C2C=C1C(=O)OCCCSC1=CC(=NC2=CC=CC=C12)C1=C(C=CC=C1)Br